1-(((1-hexyloxy(propan-2-yl)oxy)-propan-2-yl)oxy)-propan-2-amine C(CCCCC)OCC(C)OCC(C)OCC(C)N